3-[(E)-2-[5-(diethylaminomethyl)-2-pyridyl]vinyl]-6-[2-(ethylcarbamoyl)phenyl]sulfonylamino-indazole-1-carboxylate C(C)N(CC)CC=1C=CC(=NC1)/C=C/C1=NN(C2=CC(=CC=C12)NS(=O)(=O)C1=C(C=CC=C1)C(NCC)=O)C(=O)[O-]